Cl.O.O.O.O.C=1(C(=CC(=C(C1)N)N)N)N 1,2,4,5-benzenetetraamine tetrahydrate hydrochloride salt